6-fluoro-7-[3-(4-methyl-1H-pyrazol-1-yl)azetidin-1-yl]-4-oxo-1-(1,3-thiazol-2-yl)-1,4-dihydro-1,8-naphthyridine-3-carboxylic acid FC=1C=C2C(C(=CN(C2=NC1N1CC(C1)N1N=CC(=C1)C)C=1SC=CN1)C(=O)O)=O